1-(3-methoxy-4-hydroxyphenyl)-9-(4-dimethylaminophenyl)nonane-1,6,8-triene COC=1C=C(C=CC1O)C=CCCCC=CC=CC1=CC=C(C=C1)N(C)C